COC1=CC=C(CNC2=C(N=C3C(=N2)SC(=C3)C)C(=O)Cl)C=C1 3-((4-methoxybenzyl)amino)-6-methylthieno[2,3-b]pyrazine-2-carbonyl chloride